CC=1C(=NC(=NC1C)N1CC(NCCC1)C1=CC=CC=C1)NC=1C=C2C=NNC2=CC1 N-(5,6-dimethyl-2-(3-phenyl-1,4-diazepan-1-yl)pyrimidin-4-yl)-1H-indazol-5-amine